ClN1[SiH](N([SiH](N([SiH]1CC)Cl)CC)Cl)CC 1,3,5-trichloro-2,4,6-triethylcyclotrisilazane